C1(CCCCC1)NCCS(=O)(=O)[O-].[Na+] sodium 2-cyclohexylaminoethanesulfonate